C(#N)C1=CC=C(CCN[C@H](C(=O)NC2=NC=C(C=C2)C=2C=NN(C2)C)C2=CC(=CC=C2)F)C=C1 |r| (S)- and (R)-2-((4-cyanophenEthyl)amino)-2-(3-fluorophenyl)-N-(5-(1-methyl-1H-pyrazol-4-yl)pyridin-2-yl)acetamide